C(=O)(OC(C)(C)C)N1[C@@H](CC(C1)N=[N+]=[N-])C(=O)O N-Boc-4-azido-L-proline